6-bromo-2-(1-methylpiperidin-4-yl)quinazolin-4(3H)-one BrC=1C=C2C(NC(=NC2=CC1)C1CCN(CC1)C)=O